2-(6-Methoxy-1,3-dihydro-2H-pyrrolo[3,4-c]pyridin-2-yl)pyrimidine COC1=CC2=C(C=N1)CN(C2)C2=NC=CC=N2